FC1=C(OCC#N)C=CC(=C1F)C1=CN=C2N1C=CN=C2NC2=CC(=C(C=C2)C(=O)N2CCC(CC2)C(=O)N2[C@@H](CNCC2)CO)C 2-[2,3-difluoro-4-[8-[4-[4-[(2S)-2-(hydroxymethyl)piperazine-1-carbonyl]piperidine-1-carbonyl]-3-methylanilino]imidazo[1,2-a]pyrazin-3-yl]phenoxy]acetonitrile